ClCCCCOC=1C=CC2=C(CCNO2)C1 6-[(4-chlorobutyl)oxy]-3,4-dihydro-2H-benzoxazine